N-(3-(4-morpholino-6-(pyridin-3-yl)thieno[3,2-d]pyrimidin-2-yl)phenyl)oxazole zirconium [Zr].O1CCN(CC1)C=1C2=C(N=C(N1)C=1C=C(C=CC1)N1COC=C1)C=C(S2)C=2C=NC=CC2